C(C=1C(O)=CC=CC1)(=O)O.OCC[N+](C)(C)C choline salicylic acid